3-(4-amino-2-tert-butyl-5-methyl-1-phenylsulfanyl)-6-cyclopentyl-4-hydroxy-6-[2-(4-hydroxy-phenyl)-ethyl]-5,6-dihydro-pyran-2-one NC1=CC(=C(C=C1C)SC=1C(OC(CC1O)(CCC1=CC=C(C=C1)O)C1CCCC1)=O)C(C)(C)C